N-cyclopropyl-9-isopropyl-7,10-dioxo-6-(4-(trifluoromethyl)benzyl)-2,6,9-triazaspiro[4.5]decane-2-carboxamide C1(CC1)NC(=O)N1CC2(CC1)N(C(CN(C2=O)C(C)C)=O)CC2=CC=C(C=C2)C(F)(F)F